5-(azetidin-3-ylamino)-6-fluoro-1-oxoisoindoline N1CC(C1)NC=1C=C2CNC(C2=CC1F)=O